5-(3,5-Dibromo-4-hydroxybenzyl)-2-thioxodihydropyrimidine-4,6(1H,5H)-dione BrC=1C=C(CC2C(NC(NC2=O)=S)=O)C=C(C1O)Br